CONC(OC1=CC=C(C=C1)[N+](=O)[O-])=O 4-Nitrophenyl methoxycarbamate